3-(6-amino-1-(4-aminobenzyl)-1H-pyrazolo[3,4-d]pyrimidin-4-yl)benzonitrile NC1=NC(=C2C(=N1)N(N=C2)CC2=CC=C(C=C2)N)C=2C=C(C#N)C=CC2